ClC/C=C/C(=O)N1CC2=C(C3=C(N=CN=C3NC3=CC(=C(C=C3)OC=3C=NC(=CC3)C)C)S2)C(C1)C (E)-4-Chloro-1-(5-methyl-4-((3-methyl-4-((6-methylpyridin-3-yl)oxy)phenyl)amino)-5,6-dihydropyrido[4',3':4,5]thieno[2,3-d]pyrimidin-7(8H)-yl)but-2-en-1-one